[Mo](=S)=S.[Au] gold-molybdenum disulfide